ClC1=CC=C(NC2=C(C=NC3=CC(=C(C=C23)NC(\C=C\C=2C=NC=CC2)=O)OCC)C#N)C=C1 (E)-N-(4-(4-chloroanilino)-3-cyano-7-ethoxyquinolin-6-yl)-3-(pyridin-3-yl)acrylamide